α-vinyl-δ-valerolactone C(=C)C1C(=O)OCCC1